CC1=C(C=C(C=C1)[N+](=O)[O-])C1=CC(=NC(=N1)SC)N1CCOCC1 4-(6-(2-methyl-5-nitrophenyl)-2-(methylthio)pyrimidin-4-yl)morpholine